[6-[[tert-butyl(diphenyl)silyl]oxymethyl]-3-pyridyl]methanol [Si](C1=CC=CC=C1)(C1=CC=CC=C1)(C(C)(C)C)OCC1=CC=C(C=N1)CO